COB1OC(C2=NC(=CC=C21)NC2=NC=C(C(=C2)N[C@H](CO)C2=CC=CC=C2)C=2OC(=NN2)C=2C=NC=CC2)(C)C (S)-2-((2-((1-methoxy-3,3-dimethyl-1,3-dihydro-[1,2]oxaborolo[4,3-b]pyridin-5-yl)amino)-5-(5-(pyridin-3-yl)-1,3,4-oxadiazol-2-yl)pyridin-4-yl)amino)-2-phenylethan-1-ol